(S)-2-benzyl-6-chloro-8-nitro-2,3-dihydro-1H-pyrido[2,3-b][1,4]oxazine 5-oxide C(C1=CC=CC=C1)[C@@H]1NC=2C(OC1)=[N+](C(=CC2[N+](=O)[O-])Cl)[O-]